2-(4-(bromomethyl)phenoxy)acetonitrile BrCC1=CC=C(OCC#N)C=C1